L-lysyl-cystine N[C@@H](CCCCN)C(=O)C([C@@H](C(=O)O)N)SSC[C@@H](C(=O)O)N